ClC1=C(C(=O)N)C(=CC(=N1)Cl)NC1=CC=CC=C1 2,6-dichloro-4-(phenylamino)nicotinamide